N1(CCCCCC1)C1=NC=C(C=C1C(=O)NC=1C=NC=C(C1)S(N)(=O)=O)C(F)(F)F 2-(azepan-1-yl)-N-(5-sulfamoyl-3-pyridyl)-5-(trifluoromethyl)pyridine-3-carboxamide